2-(4,7-dichloro-6-(4-((3aR,6aS)-2-ethyloctahydrocyclopenta[c]pyrrol-5-yl)phenyl)-2H-indazol-2-yl)-2-((R)-6-fluoro-6,7-dihydro-5H-pyrrolo[1,2-c]imidazol-1-yl)acetic acid ethyl ester C(C)OC(C(C1=C2N(C=N1)C[C@@H](C2)F)N2N=C1C(=C(C=C(C1=C2)Cl)C2=CC=C(C=C2)C2C[C@@H]1[C@@H](CN(C1)CC)C2)Cl)=O